N-(6-(1,2-Dimethyl-1H-imidazol-5-yl)isoquinolin-3-yl)-2-(dimethylamino)Isonicotinamide 2,2,2-trifluoroethyl-2-((2R,5S)-2-(3,4-difluorophenyl)-5-methylpiperidin-1-yl)-2-oxoacetate FC(COC(C(=O)N1[C@H](CC[C@@H](C1)C)C1=CC(=C(C=C1)F)F)=O)(F)F.CN1C(=NC=C1C=1C=C2C=C(N=CC2=CC1)NC(C1=CC(=NC=C1)N(C)C)=O)C